FC1=C(C=CC=C1)NC(C1=CC=C(C=C1)C(N)=NO)=O N-(2-fluorophenyl)-4-(N'-hydroxycarbamimidoyl)benzamide